3-(2-methoxyphenyl)-1-((tetrahydro-2H-pyran-4-yl)methyl)-1H-pyrrole-2,5-dione COC1=C(C=CC=C1)C=1C(N(C(C1)=O)CC1CCOCC1)=O